((5R,9S)-3-(3,5-Difluorophenyl)-2-methyl-4,5,6,7,8,9-hexahydro-2H-5,9-epiminocycloocta[c]pyrazol-10-yl)(7-fluoroquinoxaline-6-yl)methanone FC=1C=C(C=C(C1)F)C1=C2C(=NN1C)[C@@H]1CCC[C@H](C2)N1C(=O)C=1C=C2N=CC=NC2=CC1F